(12AR)-9-bromo-10-fluoro-8-hydroxy-3,4,12,12a-tetrahydro-6H-pyrazino[2,1-c][1,4]benzoxazepine-2(1H)-carboxylic acid tert-butyl ester C(C)(C)(C)OC(=O)N1C[C@@H]2COC3=C(CN2CC1)C=C(C(=C3F)Br)O